FC=1C=NC(=C(C(=O)OC)C1)NC1=C(C=C(C=C1)F)C(C)C methyl 5-fluoro-2-((4-fluoro-2-isopropylphenyl)-amino)nicotinate